4-acetyl-N-(2-nitrophenylmethyl)-1H-pyrrole-2-carboxamide C(C)(=O)C=1C=C(NC1)C(=O)NCC1=C(C=CC=C1)[N+](=O)[O-]